C(C)(C)(C)[Si](OC1CC(C1)O)(C)C 3-((tert-butyl-(dimethyl)silyl)oxy)cyclobutanol